isoquinoline-1-carbohydrazide C1(=NC=CC2=CC=CC=C12)C(=O)NN